OC1=C(C(=O)O)C(=CC(=C1)O)CCC1=CC=CC=C1 2,4-dihydroxy-6-phenethyl-benzoic acid